C(CCCCCCCC)(=O)OCCCCCCCCCCCCC Tridecyl nonanoate